(3-isocyanato-4-methyl-phenyl)-urea N(=C=O)C=1C=C(C=CC1C)NC(=O)N